3-(4-methoxyphenyl)-N-(4-((5-methylpyrazolo[1,5-a]pyrimidine-7-yl)oxy)phenyl)-2,4-dioxo-1,2,3,4-tetrahydropyrimidine-5-carboxamide COC1=CC=C(C=C1)N1C(NC=C(C1=O)C(=O)NC1=CC=C(C=C1)OC1=CC(=NC=2N1N=CC2)C)=O